C(C1=CC=CC=C1)[C@@H]1N(CCCC[C@@H]1OC(F)F)C1=NC(=CC(=C1)N1CCOCC1)OCC1=CC=C(C=C1)OC |o1:7,13| 4-(2-((2S*,3S*)-2-benzyl-3-(difluoromethoxy)azepan-1-yl)-6-((4-methoxybenzyl)oxy)pyridin-4-yl)morpholine